naphthalene-2-methylamine hydrochloride Cl.C1=C(C=CC2=CC=CC=C12)CN